5-hydroxy-2-(1-methyl-2,6-dioxopiperidin-3-yl)-2,3-dihydro-1H-isoindole-1,3-dione OC=1C=C2C(N(C(C2=CC1)=O)C1C(N(C(CC1)=O)C)=O)=O